N-((1S,3R,5S)-adamantan-1-yl)-3-(((Z)-4-amino-2-fluorobut-2-en-1-yl)sulfonyl)benzamide C12(CC3CC(CC(C1)C3)C2)NC(C2=CC(=CC=C2)S(=O)(=O)C/C(=C/CN)/F)=O